((5-aminopentyl)amino)-N-(6-(dimethylamino)pyridazin-3-yl)-4-fluorobenzamide NCCCCCNC1=C(C(=O)NC=2N=NC(=CC2)N(C)C)C=CC(=C1)F